C(C)C1=NN2C(N=C(C=C2C)N2[C@H](CNCC2)C)=C1N(C=1SC(=C(N1)C1=CC=C(C=C1)F)C#N)C (S)-2-((2-ethyl-7-methyl-5-(2-methylpiperazin-1-yl)pyrazolo[1,5-a]pyrimidin-3-yl)(methyl)amino)-4-(4-fluorophenyl)thiazole-5-carbonitrile